tert-butyl (S)-(1-(5-amino-1-methyl-2-(trifluoromethyl)-1H-benzo[d]imidazol-4-yl)pyrrolidin-3-yl)carbamate NC1=C(C2=C(N(C(=N2)C(F)(F)F)C)C=C1)N1C[C@H](CC1)NC(OC(C)(C)C)=O